[F-].[F-].C[SiH](C)[Zr+2](C1C(=CC2=CC=CC=C12)CCCC)C1C(=CC2=CC=CC=C12)CCCC dimethylsilyl-bis(butylindenyl)zirconium difluoride